OC=C(C(=O)[O-])O hydroxy-2-hydroxy-acrylate